N-isopentyl-1H-1,2,4-triazole-3-carboxamide C(CC(C)C)NC(=O)C1=NNC=N1